NC1=C(C[C@H](N(C1)C(C1=CC(=C(C=C1)Br)C(F)(F)F)=O)C)C(=O)OCC ethyl (R)-5-amino-1-(4-bromo-3-(trifluoromethyl) benzoyl)-2-methyl-1,2,3,6-tetrahydropyridine-4-carboxylate